CN(CCCCCCNC(C1=CC=C(C=C1)[124I])=O)C N-(6-(dimethylamino)hexyl)-4-[124I]iodobenzamide